N-propyl-N-amyl-toluidine C(CC)N(C=1C(=CC=CC1)C)CCCCC